5-bromo-4-fluoro-2-((1-(methylsulfonyl)azetidin-3-yl)methyl)-2,3-dihydrobenzo[d]isothiazole 1,1-dioxide BrC=1C=CC2=C(CN(S2(=O)=O)CC2CN(C2)S(=O)(=O)C)C1F